ClC=1C=CC(=C(C1)C1=C(N=CN1)C=1N=C2C=C(C=NC2=CC1)NCCN1C[C@@H](N[C@@H](C1)C)C)F 6-(5-(5-chloro-2-fluorophenyl)-1H-imidazol-4-yl)-N-(2-((3S,5R)-3,5-dimethylpiperazin-1-yl)ethyl)-1,5-naphthyridin-3-amine